(R)-6-(1-(3-(1H-pyrazol-1-yl)propanoyl)-1,2,5,6-tetrahydropyridin-3-yl)-4-(2-chloro-4-(3,3-difluoropiperidin-4-yl)-5-fluorophenyl)-7-fluoro-N,N-dimethyl-1H-indole-2-carboxamide N1(N=CC=C1)CCC(=O)N1CC(=CCC1)C1=CC(=C2C=C(NC2=C1F)C(=O)N(C)C)C1=C(C=C(C(=C1)F)[C@@H]1C(CNCC1)(F)F)Cl